NC1=C(C=C(C=N1)C1(NC(=C(C=C1)N1CCOCC1)CN1CCC1)F)C=1C=C2CCNC(C2=CC1F)=O 6-(6'-amino-6-(azetidin-1-ylmethyl)-2-fluoro-5-morpholino-[2,3'-bipyridin]-5'-yl)-7-fluoro-3,4-dihydroisoquinolin-1(2H)-one